3-chloro-N-(3-chloro-4-fluorophenyl)-2-methyl-4-oxo-2,4,5,6-tetrahydrocyclopenta[c]pyrrole-1-carboxamide ClC1=C2C(=C(N1C)C(=O)NC1=CC(=C(C=C1)F)Cl)CCC2=O